3-[5-[4-(3,9-diazaspiro[5.5]undecan-3-ylmethyl)-1-piperidyl]-4-fluoro-3-methyl-2-oxo-benzimidazol-1-yl]piperidine-2,6-dione trifluoroacetate FC(C(=O)O)(F)F.C1CN(CCC12CCNCC2)CC2CCN(CC2)C2=C(C1=C(N(C(N1C)=O)C1C(NC(CC1)=O)=O)C=C2)F